1-Methyl-1-cyclopentene CC1=CCCC1